FC(S(=O)(=O)OC=1CCOC1C(=O)[O-])(F)F 4-(trifluoromethylsulfonyloxy)-2,3-dihydrofuran-5-carboxylate